3-mercapto-4-aminopyridine SC=1C=NC=CC1N